COC=1C(=C2C=CNC2=C(C1)C)O[C@@H]1[C@H](CN(CC1)CC(F)(F)F)C1=CC=C(C(=O)O)C=C1 |r| (±)-rel-(3S,4S)-4-(4-((5-methoxy-7-methyl-1H-indol-4-yl)oxy)-1-(2,2,2-trifluoroethyl)piperidin-3-yl)benzoic acid